C1(=C(C=CC=C1)[C@H]1C[C@H](NC1)C(=O)OCC1=CC=CC=C1)C benzyl (2S,4R)-4-(o-tolyl)pyrrolidine-2-carboxylate